ClC1=CN=CC(=N1)NC(=O)[C@H]1NC[C@@H](C1)F (2s,4r)-N-(6-chloropyrazin-2-yl)-4-fluoropyrrolidine-2-carboxamide